C(C)(C)(C)OC(=O)N1CCC(=CC1)C1=C(C(=CC=C1)O)[N+](=O)[O-] 4-(3-hydroxy-2-nitrophenyl)-3,6-dihydro-2H-pyridine-1-carboxylic acid tert-butyl ester